tert-Butyl 6-chloro-3-[[(1R)-1-[6-methyl-2-(1-methylpyrazol-4-yl)-4-oxo-chromen-8-yl]ethyl]amino]pyridine-2-carboxylate ClC1=CC=C(C(=N1)C(=O)OC(C)(C)C)N[C@H](C)C=1C=C(C=C2C(C=C(OC12)C=1C=NN(C1)C)=O)C